BrC1=CC=C2C(=CC=NC2=C1)OC=1C(=NN(C1)C1CC1)C1=CC=CC=C1 7-bromo-4-((1-cyclopropyl-3-phenyl-1H-pyrazol-4-yl)oxy)quinoline